FC(C(=O)O)(F)F.N1=CN=C(C=C1)N Pyrimidin-4-amine trifluoroacetate